O=C1N(CCC(N1)=O)C1=C(CN(C2CCN(CC2)C2=CC=C(C(=O)NC3=CC(=C(C=C3)C)NC3=NC=CC(=N3)C=3C=NC=CC3)C=C2)C)C=CC=C1 4-(4-((2-(2,4-dioxotetrahydropyrimidin-1(2H)-yl)benzyl)(methyl)amino)piperidin-1-yl)-N-(4-methyl-3-((4-(pyridin-3-yl)pyrimidin-2-yl)amino)phenyl)benzamide